4-isobutyl-2-(4-((2-methyl-6-oxo-3,6-dihydropyrimidin-4-yl)methyl)piperazin-1-yl)benzonitrile C(C(C)C)C1=CC(=C(C#N)C=C1)N1CCN(CC1)CC=1NC(=NC(C1)=O)C